C(C)OC(=O)C=1C(=NC2=C(C(=C(C=C2C1Cl)CCC#N)C1=C(C(=CC=C1)Cl)Cl)F)C.N1N=CC=C1C1=CC=C(C=N1)N1CCNCC1 1-(6-(1H-pyrazol-5-yl)pyridin-3-yl)piperazine ethyl-(S)-4-chloro-6-(2-cyanoethyl)-7-(2,3-dichlorophenyl)-8-fluoro-2-methylquinoline-3-carboxylate